CN(CC(=O)N1[C@@](CCC1)(C(=O)N[C@@H](CCC(=O)O)C(=O)O)C)C ((S)-1-(dimethylglycyl)-2-methylpyrrolidine-2-carbonyl)-L-glutamic acid